C(C)OC(=C)C1=NC(=CC=C1)OC(F)(F)F 2-(1-ethoxyethenyl)-6-(trifluoromethoxy)pyridine